(R)-4-((1-(3-(difluoromethyl)-2-fluorophenyl)ethyl)amino)-1-hydroxy-6-(1-methylcyclopropyl)pyrido[3,4-d]pyridazin-7(6H)-one FC(C=1C(=C(C=CC1)[C@@H](C)NC1=NN=C(C=2C1=CN(C(C2)=O)C2(CC2)C)O)F)F